C(C)OC(=O)C=1C=NC2=CC=C(C=C2C1)N1CCNCC1 6-(piperazin-1-yl)quinoline-3-carboxylic acid ethyl ester